BrC1=CC=CC=2C=3C(CN(C3C=CC21)C(NCC)=N)C 6-Bromo-N-ethyl-1-methyl-1,2-dihydro-3H-benzo[e]indole-3-carboximidamide